Cl.N[C@@H]1[C@@H](OCC12CCN(CC2)C=2N=CC(=NC2)SC2=CC=C1C(=NNC1=C2Cl)C(=O)O)C 6-((5-((3S,4S)-4-amino-3-methyl-2-oxa-8-azaspiro[4.5]decan-8-yl)pyrazin-2-yl)thio)-7-chloro-1H-indazole-3-carboxylic acid hydrochloride